ClC1=CC=2[C@@](C3=CC=CC=C3C2C=C1)(C(=O)N1[C@@H]2CC([C@H]([C@@H]1C(=O)N[C@H](C[C@H]1C(NCCC1)=O)C#N)CC2)(F)F)O (1S,3R,4S)-2-((S)-2-chloro-9-hydroxy-9H-fluorene-9-carbonyl)-N-((R)-1-cyano-2-((S)-2-oxopiperidin-3-yl)ethyl)-5,5-difluoro-2-azabicyclo[2.2.2]octane-3-carboxamide